C12(CC(C1)C2)C(=O)N2[C@H]([C@H](C(C2)(F)F)NS(=O)(=O)CC)CC=2C(=C(C=CC2)C2=C(C=CC(=C2)F)F)F N-{(2S,3R)-1-(bicyclo[1.1.1]pentane-1-carbonyl)-4,4-difluoro-2-[(2,2',5'-trifluoro-[1,1-biphenyl]-3-yl)methyl]pyrrolidin-3-yl}ethanesulfonamide